tert-butyl 2-(2,2-dimethyl-4,6-dioxo-1,3-dioxane-5-carbonyl)pyrrolidine-1-carboxylate CC1(OC(C(C(O1)=O)C(=O)C1N(CCC1)C(=O)OC(C)(C)C)=O)C